BrC1=CC(=C2C=C(C(=NC2=C1)Cl)Cl)F 7-bromo-2,3-dichloro-5-fluoroquinoline